2-amino-3-phenylpropyl carbamate trifluoroacetate salt FC(C(=O)O)(F)F.C(N)(OCC(CC1=CC=CC=C1)N)=O